Indan-2-yl-hydrazine hydrochloride Cl.C1C(CC2=CC=CC=C12)NN